tert-butyl 4-(4-methylpyrazol-1-yl)piperidine-1-carboxylate CC=1C=NN(C1)C1CCN(CC1)C(=O)OC(C)(C)C